3-cyclopropyl-1-((3,3-difluoro-1-methylcyclobutyl)methyl)-N-(2-(N-(2,3-dihydroxypropyl)-S-methylsulfonimidoyl)pyridin-4-yl)-4-(trifluoromethyl)-1H-pyrazole-5-carboxamide C1(CC1)C1=NN(C(=C1C(F)(F)F)C(=O)NC1=CC(=NC=C1)S(=O)(=NCC(CO)O)C)CC1(CC(C1)(F)F)C